BrC=1C=C(C(=NC1)C#C)SCC 5-bromo-3-(ethylsulfanyl)-2-ethynylpyridine